1-(5-(7,8-dimethyl-[1,2,4]triazolo[1,5-a]pyridin-6-yl)-6-isopropyl-4H-pyrrolo[3,2-d]thiazol-2-yl)-N-(oxetan-3-yl)piperidin-4-amine CC1=C(C=2N(C=C1C1=C(C=3N=C(SC3N1)N1CCC(CC1)NC1COC1)C(C)C)N=CN2)C